1-(5-(tert-butoxy)pyridin-2-yl)-N-(3-chloro-5-(methylsulfonyl)phenyl)-5-methyl-1H-pyrrole-3-carboxamide C(C)(C)(C)OC=1C=CC(=NC1)N1C=C(C=C1C)C(=O)NC1=CC(=CC(=C1)S(=O)(=O)C)Cl